FC1=CC2=C(N(C(C(N2C)=O)=O)C2CCN(CC2)C2=NC=C(C=N2)S(=O)(=O)NC)N=C1 2-(4-(7-fluoro-1-methyl-2,3-dioxo-2,3-dihydropyrido[2,3-b]pyrazin-4(1H)-yl)piperidin-1-yl)-N-methylpyrimidine-5-sulfonamide